OCCNC(=O)N1CCNCC1 N-(2-hydroxyethyl)piperazine-1-carboxamide